rac-2-((tert-butyldimethylsilyl)oxy)-1-(2,2-dimethylcyclopropyl)ethan-1-one [Si](C)(C)(C(C)(C)C)OCC(=O)[C@H]1C(C1)(C)C |r|